C1NCC12CCN(CC2)C2=CC=C(C=C2)N(C(C)=O)C2CCC(CC2)NC2=NC1=CC=CC=C1C=N2 N-(4-(2,7-diazaspiro[3.5]non-7-yl)phenyl)-N-((1r,4r)-4-(quinazolin-2-ylamino)cyclohexyl)acetamide